(8-(4-isocyanophenyl)-1,3,4,5-tetrahydro-2H-pyrido[4,3-b]indol-2-yl)(m-tolyl)methanone [N+](#[C-])C1=CC=C(C=C1)C1=CC=2C3=C(NC2C=C1)CCN(C3)C(=O)C=3C=C(C=CC3)C